4-(((2r,5r)-1-(2-(6-(4-chloro-2-methylbenzyl)-3,3-dimethyl-5-oxo-2,3,4,5-tetrahydro-1H-pyrrolo[3,2-b]pyridin-1-yl)-2-oxoethyl)-5-methylpiperazin-2-yl)methyl)morpholine-2-carboxamide ClC1=CC(=C(CC2=CC3=C(NC2=O)C(CN3C(CN3[C@H](CN[C@@H](C3)C)CN3CC(OCC3)C(=O)N)=O)(C)C)C=C1)C